ClC1=CC2=C(C3=C(CN=C2C2=C(C=CC=C2F)F)C=NC(=N3)NC3=CC=C(C(=O)O)C=C3)C=C1 4-[[9-chloro-7-(2,6-difluorophenyl)-5H-pyrimido[5,4-d][2]benzoazepin-2-yl]amino]benzoic acid